N(N)NC(CCCCCN)C=N (N1-hydrazino)(imino)methyl-1,6-hexanediamine